[Cu](Br)Br.C(CCC)N1CN(C=C1)C 1-butyl-3-methylimidazole copper bromide